5-(4-(6-fluoro-1H-indazol-3-yl)piperidin-1-yl)-2-morpholinobenzo[d]oxazole FC1=CC=C2C(=NNC2=C1)C1CCN(CC1)C=1C=CC2=C(N=C(O2)N2CCOCC2)C1